6-bromo-1-(4-fluorophenylmethyl)-4-methyl-N-(4-methylcyclohexyl)-2-oxo-1,2-dihydro-1,8-naphthyridine-3-carboxamide BrC=1C=C2C(=C(C(N(C2=NC1)CC1=CC=C(C=C1)F)=O)C(=O)NC1CCC(CC1)C)C